[Sb].[Ge] Germanium-Antimony